O[C@H]1C[C@H](C1)C(=O)N1CC(C1)N1N=CC(=C1)C=1N=C(C=2N(C1)N=CC2)C=2C=NN(C2)C(CC)CC (cis-3-hydroxycyclobutyl)(3-(4-(4-(1-(pent-3-yl)-1H-pyrazol-4-yl)pyrazolo[1,5-a]pyrazin-6-yl)-1H-pyrazol-1-yl)azetidin-1-yl)methanone